T-Butyldimethylchlorosilane C(C)(C)(C)[Si](Cl)(C)C